2-(trifluoromethyl)bicyclo[2.2.1]heptane-2-carboxylic acid FC(C1(C2CCC(C1)C2)C(=O)O)(F)F